methyl (S)-2-chloropropanoate Cl[C@H](C(=O)OC)C